9-ethyl-6-morpholino-8-(4-pyridyl)purin C(C)N1C2=NC=NC(=C2N=C1C1=CC=NC=C1)N1CCOCC1